C(C)(=O)OC1=C(C(=CC=C1)O)O DIHYDROXYPHENYL ACETATE